7-chloro-9-oxo-9H-indeno[2,1-b]pyridine-2,3-dinitrile ClC1=CC=2C(C3=NC(=C(C=C3C2C=C1)C#N)C#N)=O